4-(5-bromo-2-nitrophenyl)butyric acid methyl ester COC(CCCC1=C(C=CC(=C1)Br)[N+](=O)[O-])=O